CC(C)O[Zr] (monomethyl-ethoxy)zirconium